CONC(=O)NC1=CC(=C(C=C1)Cl)Cl 1-methoxy-3-(3,4-dichlorophenyl)urea